CN1C(=NC2=C1C=C(C=C2)S(=O)(=O)N)C=2OC(=CC2)C2=CC=CC=C2 1-methyl-2-(5-phenylfuran-2-yl)-1H-benzo[d]imidazole-6-sulfonamide